N1C=CC2=C(C=CC=C12)C=1N=CC2=C(N1)C(=CS2)CN2CCN(CC2)C 2-(1H-Indol-4-yl)-7-((4-methylpiperazin-1-yl)methyl)thieno[3,2-d]pyrimidine